o-benzyl-benzaldehyde C(C1=CC=CC=C1)C1=C(C=O)C=CC=C1